C(=O)C1=C(C=CC=C1)O o-formyl-phenol